C1(CC1)C(=O)NC1=NN2C(C=C(C=C2)C2=C(C=NN2C)OC[C@H]2CN(C[C@@H]2O)C(=O)OC(C)(C)C)=C1 (3R,4R)-tert-butyl 3-(((5-(2-(cyclopropanecarboxamido)pyrazolo[1,5-a]pyridin-5-yl)-1-methyl-1H-pyrazol-4-yl)oxy)methyl)-4-hydroxypyrrolidine-1-carboxylate